NC(C(CCC)N)(N)N 1,2-diaminopentanediamine